[Br-].C(CCCCCCCCCCC)[NH3+] Dodecylammonium Bromide